Cl.CN(C)C trimethylamine HCl